C(#C)C=1C=NC=C(C1C)N1CCCC1 3-ethynyl-4-methyl-5-(pyrrolidin-1-yl)pyridine